ethyl 2-(4-(3-bromo-2-fluoro-4-hydroxybenzyl)-3,5-dichloro-2-fluorophenoxy)acetate BrC=1C(=C(CC2=C(C(=C(OCC(=O)OCC)C=C2Cl)F)Cl)C=CC1O)F